benzyl 3-[tert-butoxycarbonyl(methyl)amino]-2-methyl-pyrrolidine-1-carboxylate C(C)(C)(C)OC(=O)N(C1C(N(CC1)C(=O)OCC1=CC=CC=C1)C)C